C1(=CC=C(C=C1)C1(CC1)NC(=O)C=1C=2C[C@@H]3[C@H](C2N(N1)C1=C(C=C(C=C1)F)F)C3)C (1aR,5aR)-2-(2,4-Difluoro-phenyl)-1a,2,5,5a-tetrahydro-1H-2,3-diaza-cyclopropa[a]pentalene-4-carboxylic acid (1-p-tolyl-cyclopropyl)-amide